1-Chloro-N-(4-methyl-3-nitrophenyl)methanesulfonamide ClCS(=O)(=O)NC1=CC(=C(C=C1)C)[N+](=O)[O-]